2,4-dimercapto-6-amino-1,3,5-triazine SC1=NC(=NC(=N1)S)N